CNCC=1C=C(C2=C(CCO2)C1CO)C1=CC=C(C=C1)OC(F)(F)F (5-((methylamino)methyl)-7-(4-(trifluoromethoxy)phenyl)-2,3-dihydrobenzofuran-4-yl)methanol